Tert-Butyl (3S)-4-(6-Fluoro-7-(2-Fluoro-6-Hydroxyphenyl)-1-(4-(4-Hydroxybutyl)-2-Isopropylpyridin-3-Yl)-2-Oxo-1,2-Dihydropyrido[2,3-d]Pyrimidin-4-Yl)-3-Methylpiperazine-1-Carboxylate FC1=CC2=C(N(C(N=C2N2[C@H](CN(CC2)C(=O)OC(C)(C)C)C)=O)C=2C(=NC=CC2CCCCO)C(C)C)N=C1C1=C(C=CC=C1O)F